tert-Butyl 4-{[(6S)-2,2-difluoro-6-[4-(methoxycarbonyl)-2-[(oxan-4-ylmethyl)amino]phenyl]-7-azaspiro[3.5]nonan-7-yl]methyl}-5-methoxy-7-methylindole-1-carboxylate FC1(CC2(C1)C[C@H](N(CC2)CC2=C1C=CN(C1=C(C=C2OC)C)C(=O)OC(C)(C)C)C2=C(C=C(C=C2)C(=O)OC)NCC2CCOCC2)F